C12(CC(C1)C2)NCCCCCCCSC2=C1CN(C(C1=CC=C2)=O)C2C(NC(CC2)=O)=O 3-(4-((7-(bicyclo[1.1.1]pentan-1-ylamino)heptyl)thio)-1-oxoisoindolin-2-yl)piperidine-2,6-dione